(4-methoxyphenyl)dispiro[[1,3]dioxolane-2,1'-cyclohexane-4',1''-indene] COC1=CC=C(C=C1)C=1C2(C3=CC=CC=C3C1)CCC1(CC2)OCCO1